C(CC)[C@@H]1CC[C@H](CC1)C(C)C1=CCCCC1 (trans-4'-n-propylcyclohexyl)-cyclohexenyl-ethane